4-((6',6'-dimethyl-6'H-spiro[cyclohexane-1,9'-pyrazino[1',2':1,5]pyrrolo[2,3-d]pyrimidin]-2'-yl)amino)benzenesulfonamide CC1(N=CC2(N3C1=CC1=C3N=C(N=C1)NC1=CC=C(C=C1)S(=O)(=O)N)CCCCC2)C